C(C)(C)(C)OC(NC(=O)OC(C)(C)C)=O Boc-carbamic acid tert-butyl ester